C(\C=C\C(=O)O)(=O)O.CN1CCN(CC1)C(=O)OC1=CC=2CN(CCC2S1)[C@H](C(=O)OC)C1=C(C=CC=C1)Cl (S)-5-(1-(2-chlorophenyl)-2-methoxy-2-oxoethyl)-4,5,6,7-tetrahydrothieno[3,2-c]pyridin-2-yl 4-methylpiperazine-1-carboxylate fumarate